(S)-3-(3,5-difluoro-4-formylphenoxy)pyrrolidine-1-carboxylic acid tert-butyl ester C(C)(C)(C)OC(=O)N1C[C@H](CC1)OC1=CC(=C(C(=C1)F)C=O)F